CC(C=C)[Si](OC)(OC)C 1-methyl-2-propenylmethyldimethoxysilane